4-[6-amino-5-(2,6-difluoro-benzyloxy)-pyridin-3-yl]-phenol NC1=C(C=C(C=N1)C1=CC=C(C=C1)O)OCC1=C(C=CC=C1F)F